tert-butyl 2-(5-(2-bromoacetyl)thiophen-2-yl)-2-(trifluoromethyl)morpholine-4-carboxylate BrCC(=O)C1=CC=C(S1)C1(CN(CCO1)C(=O)OC(C)(C)C)C(F)(F)F